Cl.NCC(=O)C1=CC=CC2=CC=CC=C12 2-amino-1-(1-naphthyl)ethanone hydrochloride